C[O-].[Na+].FC1=CC=C2C(=CNC2=C1)C1CN(CC1)CCC1=NN=C2N1C(=CC=C2)OC 6-fluoro-3-(1-(2-(5-methoxy-(1,2,4)triazolo(4,3-a)pyridin-3-yl)ethyl)pyrrolidin-3-yl)-1H-indole sodium methoxide